phenyl-bromoketone C1(=CC=CC=C1)C(=O)Br